CN(CCCCC(C(=O)O)N(C)C(=O)OC)C 6-(dimethylamino)-2-((methoxycarbonyl)(methyl)amino)hexanoic acid